C12(C(=C)CC(CC1)C2(C)C)CS(=C)(=O)O dicarbacamphorsulfonic acid